S(=O)(=O)(O)O[C@@H]1[C@@H]([C@H](C(O)(O[C@@H]1CO)C(C)=O)N)O Acetylgalactosamine 4-sulfate